chlorospiro[cyclopropane-1,3'-pyrrolo[3,2-B]pyridine]-2'(1'h)-one ClN1C(C2(C3=NC=CC=C31)CC2)=O